C1(=CC=CC=C1)C(C)(C)C1=C(C=C(C=C1C=C)C(=O)OC(C)(C)C)C=C tert-butyl 4-(2-phenylpropan-2-yl)-3,5-divinylbenzene-1-carboxylate